S(=O)(=O)(ON1[C@@H]2CC[C@H](N(C1=O)C2)C(NC(C2=NC(=C(C=C2)F)F)=O)=N)O (2S,5R)-2-(N-(5,6-difluoropicolinoyl) carbamimidoyl)-7-oxo-1,6-diazabicyclo[3.2.1]octan-6-yl hydrogen sulfate